tetratriacontan-1-yl margarate C(CCCCCCCCCCCCCCCC)(=O)OCCCCCCCCCCCCCCCCCCCCCCCCCCCCCCCCCC